methyl 2-(2-iodo-4-nitrophenyl)propanoate Methyl-2-(2-iodo-4-nitrophenyl)acetate COC(CC1=C(C=C(C=C1)[N+](=O)[O-])I)=O.IC1=C(C=CC(=C1)[N+](=O)[O-])C(C(=O)OC)C